C=1(C(=CC(=CC1)C(=O)O)C=1C(=CC=C(C1)C(=O)O)O)O biphenol-4,4'-dicarboxylic acid